C(C)OC1C(CCCC1)OCC 1,2-diethoxycyclohexane